4-(4-bromophenyl)-4-cyanobutanol mesylate S(C)(=O)(=O)OCCCC(C#N)C1=CC=C(C=C1)Br